7-bromo-8-methoxy-2-methyl-5-phenyl-4,5-dihydro-2H-spiro[benzo[f][1,2,5]thiadiazepine-3,2'-bicyclo[2.2.1]heptane] 1,1-dioxide BrC=1C(=CC2=C(N(CC3(C4CCC(C3)C4)N(S2(=O)=O)C)C2=CC=CC=C2)C1)OC